5-[4-(4-Butylcyclohexyl)phenyl]-3-chloro-2-isothiocyanato-pyrazine C(CCC)C1CCC(CC1)C1=CC=C(C=C1)C=1N=C(C(=NC1)N=C=S)Cl